2-Ethynyl-N-(4-(6-fluorobenzo[d]thiazol-7-yl)phenethyl)thiazole-4-carboxamide C(#C)C=1SC=C(N1)C(=O)NCCC1=CC=C(C=C1)C1=C(C=CC=2N=CSC21)F